2-(5-(2,6-dimethylpyridin-4-yl)-4-isopropyl-1H-pyrazol-3-yl)-5-(1-isopropylpiperidin-4-yl)thiazole CC1=NC(=CC(=C1)C1=C(C(=NN1)C=1SC(=CN1)C1CCN(CC1)C(C)C)C(C)C)C